N[C@H](C(=O)N1[C@@H](C[C@H](C1)O)C(=O)N[C@@H](C)C1=CC(=C(C=C1)C#C)F)C(C)(C)C (2S,4R)-1-((S)-2-amino-3,3-dimethylbutanoyl)-N-((S)-1-(4-ethynyl-3-fluorophenyl)ethyl)-4-hydroxypyrrolidine-2-carboxamide